tert-Butyl 3-(5-(2-hydroxypropan-2-yl)-7-(thiazol-2-yl)benzo[d]oxazol-2-yl)-3,6-diazabicyclo[3.1.1]heptane-6-carboxylate OC(C)(C)C=1C=C(C2=C(N=C(O2)N2CC3N(C(C2)C3)C(=O)OC(C)(C)C)C1)C=1SC=CN1